[2,2-difluorocyclopropyl](1H-1,2,4-triazol-5-yl)methanone FC1(C(C1)C(=O)C1=NC=NN1)F